(R)-5-acetamido-2-(3-hydrazineyl-3-oxopropyl)-N-(1-(naphthalen-1-yl)ethyl)benzamide C(C)(=O)NC=1C=CC(=C(C(=O)N[C@H](C)C2=CC=CC3=CC=CC=C23)C1)CCC(=O)NN